C(C)OC(=O)C=1C(=NNC1C(F)(F)F)C#N 3-cyano-5-(trifluoromethyl)-1H-pyrazole-4-carboxylic acid ethyl ester